C(C)C1=NOC(=C1B1OC(C(O1)(C)C)(C)C)C 3-ethyl-5-methyl-4-(4,4,5,5-tetramethyl-1,3,2-dioxaborolan-2-yl)isoxazole